COC1=C(SC=C1)CNCC[C@]1(CCOC2(CCCC2)C1)C1=NC=CC=C1 N-[(3-methoxythiophen-2-yl)methyl]-2-[(9R)-9-pyridin-2-yl-6-oxaspiro[4.5]dec-9-yl]ethylamine